NC(C#N)CC1=CC2=C(S1)C=C(S2)C=2C=CC1=C(N(C(O1)=O)C)C2 2-amino-3-[5-(3-methyl-2-oxo-1,3-benzoxazol-5-yl)thieno[3,2-b]thiophen-2-yl]propanenitrile